ClC=1C=C(C=CC1Cl)N1C(C2=C(C=C1)C1CCC(C2)N1)F (±)-N-(3,4-dichlorophenyl)-1-fluoro-6,7,8,9-tetrahydro-5H-5,8-epiminocyclohepta[c]pyridine